5-chloro-N2-(2-(pyridin-3-yl)ethyl)-N4-(3-(trifluoromethyl)phenyl)pyrimidine-2,4-diamine ClC=1C(=NC(=NC1)NCCC=1C=NC=CC1)NC1=CC(=CC=C1)C(F)(F)F